CC=1C=C(OC2CC(C2)NC(OC(C)(C)C)=O)C=CC1C tert-butyl ((1r,3r)-3-(3,4-dimethylphenoxy)cyclobutyl)carbamate